8-((3-chloro-2-methylphenyl)amino)-1,7-naphthyridine-3-carbaldehyde ClC=1C(=C(C=CC1)NC=1N=CC=C2C=C(C=NC12)C=O)C